4-(4,7-di-methyl-1,2,3,4-tetrahydro-naphthalene-1-yl)pentanoic acid CC1CCC(C2=CC(=CC=C12)C)C(CCC(=O)O)C